(±)-cis-ethyl 4-hydroxytetrahydro-2H-pyran-2-carboxylate O[C@@H]1C[C@@H](OCC1)C(=O)OCC |r|